(4-bromo-9H-pyrido[2,3-b]indol-9-yl)-1-(4-methoxybenzyl)piperidine-2,6-dione BrC1=CC=NC=2N(C3=CC=CC=C3C21)C2C(N(C(CC2)=O)CC2=CC=C(C=C2)OC)=O